CC(C#C)(CC\C=C(/CCCC(CCCC(C)C)C)\C)O (Z)-3,7,11,15-tetramethylhexadeca-6-en-1-yn-3-ol